1-[(2R,5R)-3,4-dihydroxy-5-(hydroxymethyl)-2-methyl-tetrahydrofuran-2-yl]pyrimidine-2,4-dione OC1[C@](O[C@@H](C1O)CO)(C)N1C(NC(C=C1)=O)=O